ClC1=C(C(=CC=C1)F)NC(C1=C(C=C(C(=C1)F)C1=NN(C(=N1)C(C)O)C)O[C@H](C(F)(F)F)C)=O N-(2-Chloro-6-fluorophenyl)-5-fluoro-4-(5-(1-hydroxyethyl)-1-methyl-1H-1,2,4-triazol-3-yl)-2-(((S)-1,1,1-trifluoropropan-2-yl)oxy)benzamide